BrC1=CC=C(C=C1)[C@@H]1CN(CC1)C1=CC(=C(C#N)C=C1)C(F)(F)F 4-[(3r)-3-(4-bromophenyl)pyrrolidin-1-yl]-2-(trifluoromethyl)benzonitrile